(4-Benzylpiperidin-1-yl)(4-(4-isopropylpiperazin-1-yl)-3-nitrophenyl)methanone manganese [Mn].C(C1=CC=CC=C1)C1CCN(CC1)C(=O)C1=CC(=C(C=C1)N1CCN(CC1)C(C)C)[N+](=O)[O-]